4-((1-(4-(trifluoromethoxy)phenyl)piperidin-3-yl)amino)-1H-1,2,3-triazole-5-carboxylic acid FC(OC1=CC=C(C=C1)N1CC(CCC1)NC=1N=NNC1C(=O)O)(F)F